(1S,3S,5S)-N-((4-carbamimidoylthiophen-2-yl)methyl)-2-((4-methoxy-butanoyl)glycyl)-5-methyl-2-azabicyclo[3.1.0]hexane-3-carboxamide C(N)(=N)C=1C=C(SC1)CNC(=O)[C@H]1N([C@H]2C[C@]2(C1)C)C(CNC(CCCOC)=O)=O